CN(C(CNC(=O)N1CC2=CC=C(C=C2C1)F)C1=CSC=C1)C (+)-N-(2-(dimethylamino)-2-(thiophen-3-yl)ethyl)-5-fluoroisoindoline-2-carboxamide